FC1=CC=C(C=C1)N1CCN(CC1)CC[C@@H]1OC(C2(C1)CCN(CC2)C([C@H](C(C)C)NC(OC(C)(C)C)=O)=O)=O tert-butyl ((S)-1-((R)-3-(2-(4-(4-fluorophenyl)piperazin-1-yl)ethyl)-1-oxo-2-oxa-8-azaspiro[4.5]decan-8-yl)-3-methyl-1-oxobutan-2-yl)carbamate